8-[7-difluoromethyl-6-(1-methanesulfonyl-1,2,3,6-tetrahydropyridin-4-yl)-3,4-dihydro-2H-quinolin-1-yl]-[1,7]naphthyridine-6-carboxylic acid methylamide CNC(=O)C=1C=C2C=CC=NC2=C(N1)N1CCCC2=CC(=C(C=C12)C(F)F)C=1CCN(CC1)S(=O)(=O)C